({[(2R,3S,4R,5R)-5-(6-chloro-4-{[(1R)-1-phenylethyl]amino}-1H-pyrazolo[3,4-b]pyridin-1-yl)-3,4-dihydroxyoxolan-2-yl]methoxy}methyl)phosphonic acid ClC1=CC(=C2C(=N1)N(N=C2)[C@H]2[C@@H]([C@@H]([C@H](O2)COCP(O)(O)=O)O)O)N[C@H](C)C2=CC=CC=C2